6-chloro-3-cyclopropyl-N-pyrimidin-4-yl-[1,2,4]triazolo[4,3-b]pyridazin-8-amine ClC=1C=C(C=2N(N1)C(=NN2)C2CC2)NC2=NC=NC=C2